(Z)-3-(1-(dimethylamino)-3-methoxy-3-oxoprop-1-en-2-yl)azetidine-1-carboxylic acid tert-butyl ester C(C)(C)(C)OC(=O)N1CC(C1)/C(=C/N(C)C)/C(=O)OC